3-methyl-6,7-dihydropyrazolo[1,5-a]pyrazin CC=1C=NN2C1C=NCC2